(S)-ethyl 2-(2-(1-(3-chloro-5-fluoro-2-((4-methoxyphenoxy) methyl) phenyl)ethylamino)ethylamino)acetate ClC=1C(=C(C=C(C1)F)[C@H](C)NCCNCC(=O)OCC)COC1=CC=C(C=C1)OC